N1=CC=C(C=C1)CC(=O)N[C@H](C(=O)OC)CCCCCCCC1=NC=2NCCCC2C=C1 methyl (S)-2-(2-(pyridin-4-yl)acetamido)-9-(5,6,7,8-tetrahydro-1,8-naphthyridin-2-yl)nonanoate